BrC=1C=CC(=C(C1)NCC1C(C1)(C)CCO)[N+](=O)[O-] 2-(2-(((5-bromo-2-nitrophenyl)amino)methyl)-1-methylcyclopropyl)ethan-1-ol